ClC=1C(=C2C(=NC1N1CC3(CN(C3)C(C=C)=O)CC1)CC(OC2)(C)C)C=2C(=C(C=C1C=NN(C21)C)Cl)C 1-(6-(3-chloro-4-(5-chloro-1,6-dimethyl-1H-indazol-7-yl)-7,7-dimethyl-7,8-dihydro-5H-pyrano[4,3-b]pyridin-2-yl)-2,6-diazaspiro[3.4]octan-2-yl)-2-propen-1-one